(tert-butyl)-N-(1-ethyl-2-oxo-1,2-dihydrobenzo[cd]indol-6-yl)benzenesulfonamide C(C)(C)(C)C1=C(C=CC=C1)S(=O)(=O)NC=1C=2C3=C(C(N(C3=CC1)CC)=O)C=CC2